N-[3-Fluoro-4-[(7-methoxy-1,5-naphthyridin-4-yl)oxy]phenyl]-4-hydroxy-6-methyl-5-(5-methyl-2-thienyl)pyridine-3-carboxamide FC=1C=C(C=CC1OC1=CC=NC2=CC(=CN=C12)OC)NC(=O)C=1C=NC(=C(C1O)C=1SC(=CC1)C)C